4-[3-[2,6-Dichloro-4-(2-methoxy-ethoxy)benzoyl]-2,4-dihydro-1,3-benzoxazin-8-yl]-5-fluoro-2-(3-oxa-8-azabicyclo[3.2.1]octan-8-yl)benzoic acid ClC1=C(C(=O)N2COC3=C(C2)C=CC=C3C3=CC(=C(C(=O)O)C=C3F)N3C2COCC3CC2)C(=CC(=C1)OCCOC)Cl